4-(2,4,5-trifluorophenyl)-3-oxobutanoate FC1=C(C=C(C(=C1)F)F)CC(CC(=O)[O-])=O